FCCCN1C[C@H](CC1)OC1=CC=C(C=C1)C1=C(CCCC2=C1C=CC(=C2)O)C2=CC1=C(N(CCO1)C)C=C2 5-[4-[(3S)-1-(3-fluoropropyl)pyrrolidin-3-yl]oxyphenyl]-6-(4-methyl-2,3-dihydro-1,4-benzoxazin-7-yl)-8,9-dihydro-7H-benzo[7]annulen-2-ol